N1C=NC2=C1C=CC(=C2)CNC(=O)C2CCN(CC2)C(=O)C2=NNC(=C2)C2=CC(=NC=C2Cl)OC N-[(1H-1,3-benzodiazol-5-yl)methyl]-1-[5-(5-chloro-2-methoxypyridin-4-yl)-1H-pyrazole-3-carbonyl]piperidine-4-carboxamide